CC1=CC=C(C=C1)S(=O)(=O)C=1NC2=CC=C(C=C2C1C(C(F)(F)F)=O)Br p-toluenesulfonyl-5-bromo-3-trifluoroacetylindole